FC=1C(=NC=C(C1)F)COC1=CC(N(C(=C1)C)C1=CC=NC=C1C)=O 4-((3,5-difluoropyridin-2-yl)methoxy)-5',6-dimethyl-2-oxo-2H-[1,4'-bipyridine]